CC1=NNC(=C1)C1=NOC=2C1=NC(=CC2C2(CC2)S(=O)(=O)C)N2[C@@H](COCC2)C (R)-3-(3-methyl-1H-pyrazol-5-yl)-5-(3-methylmorpholino)-7-(1-(methylsulfonyl)cyclopropyl)isoxazolo[4,5-b]pyridine